C(C(O)CO)(=O)[O-].[Mo+4].C(C(O)CO)(=O)[O-].C(C(O)CO)(=O)[O-].C(C(O)CO)(=O)[O-] Molybdenum glycerate